FC1=CC(=CC2=CC=3C[C@@](CCC3N=C12)(C(C)C)F)C(=O)N[C@H](CCN1C(CCCC1)CN(C)C)C=1C=NC(=CC1)C1=CN=NC=C1 |r| rac-(7S)-4,7-difluoro-7-isopropyl-N-[rac-(1R)-3-[2-[(dimethylamino)methyl]-1-piperidyl]-1-(6-pyridazin-4-yl-3-pyridyl)propyl]-6,8-dihydro-5H-acridine-2-carboxamide